BrC=1C=C2C(=NC1)N(N=C2C)COCC[Si](C)(C)C 5-Bromo-3-methyl-1-[[2-(trimethylsilyl)ethoxy]methyl]pyrazolo[3,4-b]pyridine